C(C)N(CC)CC1=C(C=CC(=N1)NC=1C=CC(=C2CNC(C12)=O)C1=CN=C2N1C=CC(=C2)F)[C@@H]2COCC2 (R)-7-((6-((diethylamino)methyl)-5-(tetrahydrofuran-3-yl)pyridin-2-yl)amino)-4-(7-fluoroimidazo[1,2-a]pyridin-3-yl)isoindolin-1-one